FC(C1=CC=CC(=N1)C1=CC=CC=2N=C(SC21)N)(F)F 7-(6-(trifluoromethyl)pyridin-2-yl)benzo[d]thiazol-2-amine